OC(CC)C12CC(CC(N1C(=O)OC(C)(C)C)C2)C tert-butyl cis-1-(1-hydroxypropyl)-3-methyl-6-azabicyclo[3.1.1]heptane-6-carboxylate